2-(4-(4-(4-(methylsulfonyl)phenyl)-1H-imidazol-2-yl)piperidin-1-yl)-2-(methylthio)propan-1-one rhenium [Re].CS(=O)(=O)C1=CC=C(C=C1)C=1N=C(NC1)C1CCN(CC1)C(C=O)(C)SC